2'-chloro-N-(5-(2-hydroxypropan-2-yl)-1,3,4-thiadiazol-2-yl)-5'-methoxy-6-methyl-(4,4'-bipyridine)-3-carboxamide ClC1=NC=C(C(=C1)C1=C(C=NC(=C1)C)C(=O)NC=1SC(=NN1)C(C)(C)O)OC